FC1=COC2=C1C=CC(=C2)CC(C)NC(CO)CO 2-((1-(3-fluorobenzofuran-6-yl)propan-2-yl)amino)propane-1,3-diol